1-((R)-1-(2-hydroxyacetyl)pyrrolidin-3-yl)-3-(isoquinolin-4-yl)-2-oxoimidazoline-4-carbonitrile OCC(=O)N1C[C@@H](CC1)N1C(N(C(C1)C#N)C1=CN=CC2=CC=CC=C12)=O